COC=1C=C2C(=CN=NC2=CC1OC)N1CC(C1)CCNS(=O)(=O)NC(OC(C)(C)C)=O tert-butyl N-(2-(1-(6,7-dimethoxycinnoline-4-yl)azetidin-3-yl)ethyl)sulfamoylcarbamate